C1(CCCC1)[C@H](C1=CC=CC=C1)NC1=NC=C2N(C1=O)[C@@H](CC2)C(=O)NCC2=CC1=C(CN(C1)C(=O)OC(C)(C)C)S2 tert-butyl 2-(((S)-3-(((R)-cyclopentyl(phenyl)methyl)amino)-4-oxo-4,6,7,8-tetrahydropyrrolo[1,2-a]pyrazine-6-carboxamido)methyl)-4,6-dihydro-5H-thieno[2,3-c]pyrrole-5-carboxylate